B(O)(O)O.Cl[SiH](C)C chlorodimethylsilane borate